O=C1NC(CCC1C1=NN(C2=CC(=C(C=C12)F)N1CCN(CC1)[C@@H]1C(CN(CC1)C(=O)OC(C)(C)C)(F)F)C)=O tert-butyl (4S)-4-{4-[3-(2,6-dioxopiperidin-3-yl)-5-fluoro-1-methylindazol-6-yl]piperazin-1-yl}-3,3-difluoropiperidine-1-carboxylate